N-{4-[3-(difluoromethoxy)-7-(pyridin-2-yl)-5H-pyrrolo[2,3-b]pyrazin-6-yl]pyridin-2-yl}-4,4-difluoro-2-(4-fluorophenyl)butanamide FC(OC1=CN=C2C(=N1)NC(=C2C2=NC=CC=C2)C2=CC(=NC=C2)NC(C(CC(F)F)C2=CC=C(C=C2)F)=O)F